C(#N)C=1C=C(C=CC1)C=1C=NC(=NC1)N1C[C@H]2CN(CC[C@H]2C1)C#N (3ar,7ar)-2-(5-(3-cyanophenyl)pyrimidin-2-yl)octahydro-5H-pyrrolo[3,4-c]pyridine-5-carbonitrile